N-[2-[2-(2,5-dioxopyrrol-1-yl)ethyl-methyl-amino]ethyl]-3-[2-[2-[2-[2-[4-(6-methyl-1,2,4,5-tetrazin-3-yl)phenoxy]ethoxy]ethoxy]ethoxy]ethoxy]propanamide O=C1N(C(C=C1)=O)CCN(CCNC(CCOCCOCCOCCOCCOC1=CC=C(C=C1)C=1N=NC(=NN1)C)=O)C